2-{5-[(3-{4-[(1-ethylpiperidin-4-yl)amino]-1-(2,2,2-trifluoroethyl)-1H-indol-2-yl}prop-2-yn-1-yl)amino]pyridin-2-yl}-2-methylpropanenitrile C(C)N1CCC(CC1)NC1=C2C=C(N(C2=CC=C1)CC(F)(F)F)C#CCNC=1C=CC(=NC1)C(C#N)(C)C